1-(2-fluoro-5-(methylsulfonyl)benzoyl)pyrrolidine-2-carboxamide FC1=C(C(=O)N2C(CCC2)C(=O)N)C=C(C=C1)S(=O)(=O)C